C(C1=CC(O)=C(O)C(O)=C1)(=O)O.C1(C=CC2=CC=CC=C12)=O indenone gallate